ClC=1C(=NC=C(C1)/C=N/OCC)C1S\C(\SC1)=C(/C#N)\N1C=NC=C1 (E)-2-(4-{3-chloro-5-[(E)-(ethoxyimino)methyl]pyridin-2-yl}-1,3-dithiolan-2-ylidene)-2-(1H-imidazol-1-yl)acetonitrile